CN1CCN(CC1)CCCC1=CC=C(C=C1)Br 1-methyl-4-(4-bromophenylpropyl)piperazine